bromo-1-pentene BrC=CCCC